C(C=C)(=O)F acrylic fluoride